N1=CC(=CC=C1)N1C[C@H](CC1)NC(=O)C1CCNC2(CC2)C1 N-((S)-1-(pyridin-3-yl)pyrrolidin-3-yl)-4-azaspiro[2.5]octane-7-carboxamide